CN(CCNC(OC1=CC=C(C=C1)C1=C(C=C2C(=N1)N(N=C2NC(=O)C=2C=NSC2)CCCCC2CC2)Br)=O)C 4-(5-bromo-1-(4-cyclopropylbutyl)-3-(isothiazole-4-carboxamido)-1H-pyrazolo[3,4-b]pyridin-6-yl)phenyl (2-(dimethylamino)ethyl)carbamate